(S)-2-((6-((3-fluoro-5-(trifluoromethyl)pyridin-2-yl)methoxy)-3',6'-dihydro-[2,4'-bipyridin]-1'(2'H)-yl)methyl)-1-(oxetan-2-ylmethyl)-1H-benzo[d]imidazole-6-carboxylic acid FC=1C(=NC=C(C1)C(F)(F)F)COC1=CC=CC(=N1)C=1CCN(CC1)CC1=NC2=C(N1C[C@H]1OCC1)C=C(C=C2)C(=O)O